ClC=1C=C(C=C(C1)C(F)(F)F)C1(CC=NO1)C(F)(F)F 5-[3-chloro-5-(trifluoromethyl)phenyl]-5-(trifluoromethyl)-4H-isoxazol